(5-(1-((4-hydroxyphenyl)sulfonyl)-azepan-4-yl)-3-hydroxy-pyridine-2-carbonyl)glycine methyl ester COC(CNC(=O)C1=NC=C(C=C1O)C1CCN(CCC1)S(=O)(=O)C1=CC=C(C=C1)O)=O